CC(=O)N[C@@H]1[C@H](C[C@@](O[C@H]1[C@@H]([C@@H](CO)O)O)(C(=O)O)O[C@H]2[C@H]([C@H](O[C@H]([C@@H]2O)O[C@@H]3[C@H](O[C@H]([C@@H]([C@H]3O)NC(=O)C)OCCCN)CO[C@H]4[C@@H]([C@H]([C@@H]([C@H](O4)CO)O[C@H]5[C@@H]([C@H]([C@H]([C@H](O5)CO)O)O[C@H]6[C@@H]([C@H]([C@@H]([C@H](O6)CO)O)O)NC(=O)C)O)O)O)CO)O)O The molecule is a branched amino hexasaccharide consisting of a D-glucosyl residue beta-linked to a 3-aminopropyl group and which carries an N-acetyl-beta-D-glucosaminyl-(1->3)-alpha-D-galactosyl-(1->4)-beta-D-glucosyl unit linked (1->6) and an N-acetyl-alpha-neuraminyl-(2->3)-beta-D-galactosyl unit linked (1->4). Its conjugation to the carrier protein CRM197 elicits an immune response to type III Group B Streptococcus (GBSIII) indicating that it may suffice as a synthetic vaccine antigen. It is an amino hexasaccharide and a glycoside. It derives from a beta-D-GlcpNAc-(1->3)-beta-D-Galp-(1->4)-beta-D-Glcp-(1->6)-[alpha-Neup5Ac-(2->3)-beta-D-Galp-(1->4)]-beta-D-GlcpNAc.